C(=O)C=1C(=C(N(C1C)C1=CC(=CC=C1)N1N=CC=N1)C)C(=O)OCC Ethyl 4-formyl-2,5-dimethyl-1-[3-(triazol-2-yl)phenyl]pyrrole-3-carboxylate